triethylene glycol mono-1-propyl ether C(CC)OCCOCCOCCO